1-Methyl-4-butylpyridinium triflat [O-]S(=O)(=O)C(F)(F)F.C[N+]1=CC=C(C=C1)CCCC